C(C)(C)(C)OC(=O)[C@@H]1CN(CCC1)C(C(C)OC1=CC=C2C(=N1)OC(C=C2C2=C(C=CC=C2)Cl)=O)=O |r| Rac-(3S)-1-[2-[4-(2-chlorophenyl)-2-oxo-pyrano[2,3-b]pyridin-7-yl]oxypropionyl]piperidine-3-carboxylic acid tert-butyl ester